1-(6-methoxyquinoline-4-yl)-1-(5-vinyl-1,4-ethanopiperidine-2-yl)methanol COC=1C=C2C(=CC=NC2=CC1)C(O)C1N2CC(C(C1)CC2)C=C